COC(=O)C1=C(C=NC2=C1OC(CN2C2=NC=C(N=C2)Br)(C)C)C=2C=NN(C2C)CC21CC3CC(CC(C2)C3)C1 7-(1-(adamantan-1-ylmethyl)-5-methyl-1H-pyrazol-4-yl)-4-(5-bromopyrazin-2-yl)-2,2-dimethyl-3,4-dihydro-2H-pyrido[3,2-b][1,4]oxazine-8-carboxylic acid methyl ester